ClC=1C=C(C=CC1Cl)C(=O)[C@@H]1[C@H](C1)C(=O)OCC(C)C 2-Methylpropyl (1S,2S)-2-[(3,4-dichlorophenyl)carbonyl]cyclopropane-1-carboxylate